N-butylmelamine C(CCC)NC1=NC(=NC(=N1)N)N